4-methyl-2-(4-(1-methylcyclopropyl)phenyl)-6-oxo-1,6-dihydropyrimidine-5-carboxylic acid ethyl ester C(C)OC(=O)C1=C(N=C(NC1=O)C1=CC=C(C=C1)C1(CC1)C)C